C(C=C)N1C(N(C(N(C1=O)CC=C)=O)CC=C)=O triallyl-s-triazinetrione